benzyl-1-[(2R)-tetrahydrofuran-2-yl]cyclobutanecarboxylate C(C1=CC=CC=C1)OC(=O)C1(CCC1)[C@@H]1OCCC1